O=C1NC(CCC1N1C(C2=C(C=C(C=C2C1)CNCC1=CC=C(C(=O)NC2=CC(=C(C=C2)C)NC2=NC=CC(=N2)C=2C=NC=CC2)C=C1)F)=O)=O 4-((((2-(2,6-dioxopiperidin-3-yl)-7-fluoro-1-oxoisoindolin-5-yl)methyl)amino)methyl)-N-(4-methyl-3-((4-(pyridin-3-yl)pyrimidin-2-yl)amino)phenyl)benzamide